C(#N)C=1C(=NC=C(C1)[N+](=O)[O-])N(C(C)=O)C N-(3-CYANO-5-NITROPYRIDIN-2-YL)-N-METHYLACETAMIDE